4-(4-hydroxyphenyl)-2,3-diazanaphthalene-1-one OC1=CC=C(C=C1)C1=NNC(C2=CC=CC=C12)=O